tert-butyl (R)-4-(4-((3-(4-amino-3-(4-phenoxyphenyl)-1H-pyrazolo[3,4-d]pyrimidin-1-yl)-[1,4'-bipiperidin]-1'-yl)methyl)piperidin-1-yl)benzoate NC1=C2C(=NC=N1)N(N=C2C2=CC=C(C=C2)OC2=CC=CC=C2)[C@H]2CN(CCC2)C2CCN(CC2)CC2CCN(CC2)C2=CC=C(C(=O)OC(C)(C)C)C=C2